C(C)(C)(C)OC(=O)N1CC=2C=CC(=NC2CC1CCC1CCCCC1)S(=O)(=O)Cl 2-(Chlorosulfonyl)-7-(2-cyclohexylethyl)-7,8-dihydro-1,6-naphthyridine-6(5H)-carboxylic acid tert-butyl ester